C12(CC(C1)C2)N2N=NC(=C2)C(=O)C2=C1C=CN(C(C1=CC=C2)=O)C 5-[1-(Bicyclo[1.1.1]pentan-1-yl)-1H-1,2,3-triazole-4-carbonyl]-2-methylisoquinolin-1(2H)-one